Strontium Titanium-Oxide [O-2].[Ti+4].[Sr+2].[O-2].[O-2]